ClC=1C(=CC=C2C(=CNC12)C=O)O 7-CHLORO-6-HYDROXYINDOLE-3-CARBOXALDEHYDE